Cl.O1[C@H]2[C@H](NC(C1)=O)CNCC2 (+)-trans-4a,5,6,7,8,8a-Hexahydro-4H-pyrido[4,3-b][1,4]oxazin-3-one hydrochloride